C1(=CC=CC=C1)S(=O)C(C)C isopropyl phenyl sulfoxide